C(C)(C)(C)OC(=O)N(C(C(=O)OCC1=CC=CC=C1)CN1CC(CC1)(F)F)C benzyl 2-((tert-butoxycarbonyl)(methyl)amino)-3-(3,3-difluoropyrrolidin-1-yl)propanoate